C(CCCCCCCCCCC)OC(=O)C1=CC(=C(C=C1)C1=CC=CC=C1)C(=O)O carboxy-4-biphenylcarboxylic acid dodecyl ester